tert-butyl (S)-4-(7-chloro-8-fluoro-2-((tetrahydro-1H-pyrrolizin-7a(5H)-yl)methoxy)pyridino[4,3-d]pyrimidin-4-yl)-2-(cyanomethyl)piperazine-1-carboxylate ClC1=C(C=2N=C(N=C(C2C=N1)N1C[C@@H](N(CC1)C(=O)OC(C)(C)C)CC#N)OCC12CCCN2CCC1)F